FC=1C=CC(=NC1)NC(=O)C=1C(NC(CC1O)C1=NC(=NO1)C1=CC(=NC=C1)F)=O N-(5-Fluoropyridin-2-yl)-6-(3-(2-Fluoropyridin-4-yl)-1,2,4-oxadiazol-5-yl)-4-hydroxy-2-oxo-1,2,5,6-tetrahydropyridin-3-carboxamide